tert-Butyl 3-(5-(1-(cyanomethoxy)-2,2,2-trifluoroethyl)-7-(thiazol-2-yl)benzo[d]oxazol-2-yl)-3,8-diazabicyclo[3.2.1]octane-8-carboxylate C(#N)COC(C(F)(F)F)C=1C=C(C2=C(N=C(O2)N2CC3CCC(C2)N3C(=O)OC(C)(C)C)C1)C=1SC=CN1